3-hydroxy-4-(1-methylpyrazol-4-yl)benzoic acid OC=1C=C(C(=O)O)C=CC1C=1C=NN(C1)C